(1R,3S)-3-(3-{[(4-fluorophenyl)acetyl]amino}-1H-pyrazol-5-yl)cyclopentyl ethylcarbamate C(C)NC(O[C@H]1C[C@H](CC1)C1=CC(=NN1)NC(CC1=CC=C(C=C1)F)=O)=O